toluene-p-sulfonate CC1=CC=C(C=C1)S(=O)(=O)[O-]